3-(2-{[(3S)-6,6-dimethylpiperidin-3-yl]amino}-5-(trifluoromethyl)pyrimidin-4-yl)-7-[(1,3-thiazol-2-yl)methyl]-1H,4H,5H,6H,7H,8H-pyrrolo[2,3-c]azepin-8-one CC1(CC[C@@H](CN1)NC1=NC=C(C(=N1)C1=CNC=2C(N(CCCC21)CC=2SC=CN2)=O)C(F)(F)F)C